C(C)(C)(C)OC(=O)N[C@H](C(=O)N[C@H](C(=O)OC)C[C@H]1C(NCCC1)=O)CC1CC1 methyl (2S)-2-[[(2S)-2-(tert-butoxy carbonylamino)-3-cyclopropyl-propanoyl]amino]-3-[(3S)-2-oxo-3-piperidyl]propanoate